C1(CC1)N1C(NC2=C(C(=CC=C2C1=O)CN1CCN(CC1)C=1C=CC(=NC1)C(=O)NC)F)=O 5-(4-((3-cyclopropyl-8-fluoro-2,4-dioxo-1,2,3,4-tetrahydroquinazolin-7-yl)methyl)piperazin-1-yl)-N-methylpicolinamide